FP([O-])([O-])=O fluorophosphonate